5,10,15,20-tetra(4-tolyl)porphyrin C1(=CC=C(C=C1)C=1C2=CC=C(N2)C(=C2C=CC(C(=C3C=CC(=C(C=4C=CC1N4)C4=CC=C(C=C4)C)N3)C3=CC=C(C=C3)C)=N2)C2=CC=C(C=C2)C)C